Benzyl trans-3-((tert-butoxycarbonyl)amino)-4-(3,4-dihydroisoquinolin-2(1H)-yl)piperidine-1-carboxylate C(C)(C)(C)OC(=O)N[C@@H]1CN(CC[C@H]1N1CC2=CC=CC=C2CC1)C(=O)OCC1=CC=CC=C1